4-(hydrazinomethyl)-3-methoxybenzoic acid methyl ester dihydrochloride Cl.Cl.COC(C1=CC(=C(C=C1)CNN)OC)=O